BrC=1C=NN(C1)C=1C=C(C(N(C1C1=C(C=C(C=C1F)OC)F)CC)=O)Cl 5-(4-bromo-1H-pyrazol-1-yl)-3-chloro-6-(2,6-difluoro-4-methoxyphenyl)-1-ethylpyridin-2(1H)-one